N1C=C(C=C1)CNCC=1C=C(CN2C(=NC=3C2=C2C(=NC3N)C=CS2)CCCC)C=CC1 1-(3-((((1H-pyrrol-3-yl)methyl)amino)methyl)benzyl)-2-butyl-1H-imidazo[4,5-d]thieno[3,2-b]pyridin-4-amine